C(C)(=O)OC[C@H]1[C@@H](C1)C(NC=1N=CC2=C(C=C(C=C2C1)C=1C=NC=CC1C)Cl)=O |r| (±)-[trans-2-[[8-chloro-6-(4-methyl-3-pyridyl)-3-isoquinolyl]carbamoyl] cyclopropyl]methyl acetate